C(C)(C)(C)OC(=O)C1(CCC2(OCCO2)CC1)C1=C(C(=C(C=C1)[N+](=O)[O-])N(CC1=CC=CC=C1)CC1=CC=CC=C1)F 8-[3-(dibenzylamino)-2-fluoro-4-nitrophenyl]-1,4-dioxaspiro[4.5]decane-8-carboxylic acid tert-butyl ester